C(C)(=O)NC(CNC(=O)C1=NC=2N(C=C1)N=C(C2C2=CC(=NC(=C2)C)Cl)C2=CC(=CC=C2)C#N)(C)C N-(2-Acetamido-2-methyl-propyl)-3-(2-chloro-6-methyl-4-pyridyl)-2-(3-cyanophenyl)pyrazolo[1,5-a]pyrimidine-5-carboxamide